2-(5-amino-7-chloro-2-phenylbenzooxazol-6-yl)propan-2-ol tert-butyl-4-chloro-5,8-dihydropyrido[3,4-d]pyrimidine-7(6H)-carboxylate C(C)(C)(C)C=1N=C(C2=C(N1)CN(CC2)C(=O)OC(C)(C)C2=C(C1=C(N=C(O1)C1=CC=CC=C1)C=C2N)Cl)Cl